N=1C=NN2C1C=CC(=C2)C=2C(=C1CCCC1=CC2C)NC(=O)NS(=O)(=O)C2=NN(C=C2)C2CC2 N-((5-([1,2,4]triazolo[1,5-a]pyridin-6-yl)-6-methyl-2,3-dihydro-1H-inden-4-yl)carbamoyl)-1-cyclopropyl-1H-pyrazole-3-sulfonamide